CC(C(=O)OCC)(C(C)=O)C ethyl 2,2-dimethyl-3-oxobutyrate